FC1=C(OC2=C3C(=NC=C2)NC=C3C=3C=CC(=C(C#N)C3)F)C(=CC(=C1)NC=1OC[C@@](CN1)(C)CO)F |r| (+/-)-5-[4-(2,6-difluoro-4-{[5-(hydroxymethyl)-5-methyl-5,6-dihydro-4H-1,3-oxazin-2-yl]amino}phenoxy)-1H-pyrrolo[2,3-b]pyridin-3-yl]-2-fluorobenzonitrile